FC=1C=C2CCN(C2=CC1S(=O)(C)=N)C(=O)[C@@H]1CC2=CC=C(C=C2C1)C1=NC=CC=C1 (5-fluoro-1-((R)-5-(pyridin-2-yl)-2,3-dihydro-1H-indene-2-carbonyl)indolin-6-yl)(imino)(methyl)-λ6-sulfanone